5-chloro-N-(2,4-dimethoxybenzyl)-7H-pyrrolo[2,3-d]pyrimidin-4-amine ClC1=CNC=2N=CN=C(C21)NCC2=C(C=C(C=C2)OC)OC